OC(CN1N=C(C=C1)B(O)O)(C)C (1-(2-hydroxy-2-methylpropyl)-1H-pyrazol-3-yl)boronic acid